FC(C=1C=C(C=C(C1)C(F)(F)F)B(O)O)(F)F 3,5-di-(trifluoromethyl)phenylboronic acid